Zinc pimelate C(CCCCCC(=O)[O-])(=O)[O-].[Zn+2]